4-amino-2-[[4-[[3-(2,3-difluoro-4-methoxyphenyl)imidazo[1,2-a]pyrazin-8-yl]amino]-2-ethylbenzoyl]amino]butanoate NCCC(C(=O)[O-])NC(C1=C(C=C(C=C1)NC=1C=2N(C=CN1)C(=CN2)C2=C(C(=C(C=C2)OC)F)F)CC)=O